BrC1=CC(=CC(=N1)N1CC2N(C(C1)C2)C(=O)OC(C)(C)C)Cl tert-butyl 3-(6-bromo-4-chloro-2-pyridyl)-3,6-diazabicyclo[3.1.1]heptane-6-carboxylate